CC1(N(C(N(C1=O)CC1=CC(=C(OC(C(=O)OCC)(C)C)C(=C1)C)C)=O)C1=CC=C(C=C1)OC(F)(F)F)C Ethyl 2-(4-((4,4-dimethyl-2,5-dioxo-3-(4-(trifluoromethoxy) phenyl) imidazolidin-1-yl) methyl)-2,6-dimethylphenoxy)-2-methylpropionate